1-(2-bromo-5-(trifluoromethyl)phenyl)cyclopropanecarbonitrile BrC1=C(C=C(C=C1)C(F)(F)F)C1(CC1)C#N